O=C1SC(C(N1)=O)CC1=CC=C(C=C1)CC1=CC=C(C=C1)CC1C(NC(S1)=O)=O bis{4-[(2,4-dioxo-5-thiazolidinyl)methyl]phenyl}Methan